C(N)(=N)C=1C=C(SC1)CNC(=O)[C@H]1N(CSC1)C(CNC(=O)C1=CC=C(C=C1)OC1=CC=CC=C1)=O (4R)-N-[(4-Carbamimidoylthiophen-2-yl)methyl]-3-{2-[(4-phenoxyphenyl)formamido]acetyl}-1,3-thiazolidine-4-carboxamide